tert-butyl (1S,5R)-2-oxo-3-tetrahydropyran-4-yl-3,6-diazabicyclo[3.1.1]heptane-6-carboxylate O=C1[C@H]2N([C@@H](CN1C1CCOCC1)C2)C(=O)OC(C)(C)C